FC=1C=CC(=C(C1)C(C(=O)O)N1CC(C1)OCCCCCC1=NC=2NCCCC2C=C1)[C@H]1OCC2(CC2)CC1 2-(5-fluoro-2-((S)-5-oxaspiro[2.5]octan-6-yl)phenyl)-2-(3-((5-(5,6,7,8-tetrahydro-1,8-naphthyridin-2-yl)pentyl)oxy)azetidin-1-yl)acetic acid